6-Bromo-5-chloro-N-((5-ethyl-1,3,4-oxadiazol-2-yl)methyl)-3-(ethylthio)-7,9-dihydrofuro[3,4-f]quinazolin-1-amine BrC=1C2=C(C3=C(N=C(N=C3C1Cl)SCC)NCC=1OC(=NN1)CC)COC2